COC=1C=C2CCN3C(C2=CC1OC)=CC(=NC3=O)C(CCN3NC(=CN3)C(=O)N)NS(=O)(=O)C 2-((9,10-dimethoxy-4-oxo-6,7-dihydro-4H-pyrimido[6,1-a]isoquinolin-2-yl)(methylsulfonamido)propyl)-1H-1,2,3-triazole-5-carboxamide